(3R,10R)-3-((1H-pyrazol-1-yl)methyl)-7-((2S,5R)-4-acryloyl-2,5-dimethylpiperazin-1-yl)-9-chloro-10-(naphthalen-1-yl)-2,3-dihydro-5H-[1,4]oxazino[2,3,4-ij]quinazolin-5-one N1(N=CC=C1)C[C@@H]1COC=2C(=C(C=C3C(=NC(N1C23)=O)N2[C@H](CN([C@@H](C2)C)C(C=C)=O)C)Cl)C2=CC=CC3=CC=CC=C23